CO[C@@H]1C[C@@H](N(C1)C(=O)OCC1=CC=CC=C1)C(N(C1=CC=C(C=C1)S(F)(F)(F)(F)F)C(C(=O)NC1CC2CCC(C1)O2)C=2C=NC=CC2)=O benzyl (2R,4R)-4-methoxy-2-[[2-(8-oxabicyclo[3.2.1]octan-3-ylamino)-2-oxo-1-(3-pyridyl)ethyl]-[4-(pentafluoro-λ6-sulfanyl)phenyl]carbamoyl]pyrrolidine-1-carboxylate